C1(C(C1=C(C#N)C1=C(C(=C(C(=C1F)F)C#N)F)F)=C(C#N)C1=C(C(=C(C(=C1F)F)C#N)F)F)=C(C#N)C1=C(C(=C(C(=C1F)F)C#N)F)F 2,2',2''-(cyclopropane-1,2,3-triylidene)-tris[2-(4-cyanoperfluorophenyl)-acetonitrile]